tertbutyl 2-(diphenylmethyleneamino)3-(5-methylthiophen-2-yl)propanoate C1(=CC=CC=C1)C(C1=CC=CC=C1)=NC(C(=O)OC(C)(C)C)CC=1SC(=CC1)C